CC(C(C)O)CC1=CC=CC=C1 3-methyl-4-phenylbutan-2-ol